FC1(C[C@@H](N(C1)C1CCN(CC1)C1CC2(C1)CN(CC2)C(=O)OCC)CO)F Ethyl cis-2-{4-[(2R)-4,4-difluoro-2-(hydroxymethyl)pyrrolidin-1-yl]piperidin-1-yl}-6-azaspiro[3.4]octane-6-carboxylate